CC\C(\C1=CC=C(O)C=C1)=C(/C1=CC=C(O)C=C1)\CC DIETHYLSTILBESTROL